6-(7-methoxy-6-(1-methyl-1H-pyrazol-4-yl)imidazo[1,2-a]pyridin-3-yl)-N-((3R,4S)-4-(trifluoromethyl)pyrrolidin-3-yl)pyridin-2-amine COC1=CC=2N(C=C1C=1C=NN(C1)C)C(=CN2)C2=CC=CC(=N2)N[C@H]2CNC[C@@H]2C(F)(F)F